(Z)-5-(2-bromo-2-ethoxyvinyl)-2-(methylthio)pyrimidine-4-carboxylic acid methyl ester COC(=O)C1=NC(=NC=C1\C=C(\OCC)/Br)SC